OC1=CC=C(C=C1)C1C2(CC3CC(CC1C3)C2)C2=CC=C(C=C2)O bis(4'-hydroxyphenyl)adamantane